N-(3-(2-(4-Chloro-3,5-diphenyl-1H-pyrazolo[3,4-c]pyridazin-1-yl)acetamido)propyl)-5-((3aS,4S,6aR)-2-oxohexahydro-1H-thieno[3,4-d]imidazol-4-yl)pentanamide ClC1=C2C(=NN=C1C1=CC=CC=C1)N(N=C2C2=CC=CC=C2)CC(=O)NCCCNC(CCCC[C@@H]2SC[C@@H]1NC(N[C@@H]12)=O)=O